1-(6-aminopyridin-2-yl)ethan-1-one NC1=CC=CC(=N1)C(C)=O